COC(=O)C=1C=C(C=CC1[N+](=O)[O-])N1C2C(CC1)CN(C2)C(=O)OC(C)(C)C tert-butyl 1-(3-(methoxycarbonyl)-4-nitrophenyl)hexahydropyrrolo[3,4-b]pyrrole-5(1H)-carboxylate